CC1=CC2=C(C=C1NC)N(C3=NC(=O)NC(=O)C3=N2)C[C@@H]([C@@H]([C@@H](CO)O)O)O The molecule is a benzopteridine that is riboflavin in which the methyl group at position 8 has been replaced by a methylamino group. It is an aromatic amine, a benzopteridine, a tetrol and a secondary amino compound. It derives from a riboflavin. It is a conjugate acid of an 8-demethyl-8-(methylamino)riboflavin(1-).